methoxy-5-methyl-[1,1'-biphenyl]-2-carbonitrile COC1=C(C(=CC(=C1)C)C1=CC=CC=C1)C#N